CC1=CC(=NO1)COC1=C(C=C2C=NNC2=C1)C=C 5-methyl-3-(((5-vinyl-1H-indazol-6-yl)oxy)methyl)isoxazole